benzene Propan-2-yl-2-({[(1S)-1-(4-chlorophenyl)ethyl]carbamoyl}oxy)-3-(pyrimidin-2-yl)propanoate CC(C)OC(C(CC1=NC=CC=N1)OC(N[C@@H](C)C1=CC=C(C=C1)Cl)=O)=O.C1=CC=CC=C1